COP(=O)(C1=CC=CC=C1)C(C1=C(C=C(C=C1C)C)C)=O 2,4,6-trimethylbenzoylphenylphosphinic acid methyl ester